FC1=NC(=CC=C1)C1(COCC1)OC 2-fluoro-6-(3-methoxytetrahydrofuran-3-yl)pyridine